N-(5-(3-(9H-purin-6-yl)pyridin-2-ylamino)-2-fluorophenyl)-4-fluoro-3-methylbenzamid N1=CN=C2NC=NC2=C1C=1C(=NC=CC1)NC=1C=CC(=C(C1)NC(C1=CC(=C(C=C1)F)C)=O)F